NC=1C=NN(C1C=1C=C(C=NC1)[C@H](CC=C)NC(OC(C)(C)C)=O)C(F)F (S)-tert-butyl (1-(5-(4-amino-1-(difluoromethyl)-1H-pyrazol-5-yl)pyridin-3-yl)but-3-en-1-yl)carbamate